C[Si](C1C(=CC2=C(C=CC=C12)Br)C)(C1C(=CC2=C(C=CC=C12)Br)C)C dimethyl-bis(2-methyl-4-bromoindenyl)silane